C(#N)C=1C=C(C=C(C1)C#CC)B(O)O 3-CYANO-5-(PROP-1-YNYL)PHENYLBORONIC ACID